4,4'-dimethylbiphenyl-4,4'-diamine CC1(C=CC(C=C1)=C1C=CC(C=C1)(N)C)N